2-isopropyl-N-(1-(3,4,5-trimethoxyphenyl)-1H-imidazol-4-yl)thieno[3,2-d]pyrimidin-4-amine hydrochloride Cl.C(C)(C)C=1N=C(C2=C(N1)C=CS2)NC=2N=CN(C2)C2=CC(=C(C(=C2)OC)OC)OC